C(CCC)OC[C@@H](COCCCCCCCCO[C@@H]1CC2=CC[C@H]3[C@@H]4CC[C@H]([C@@H](CCCC(C)C)C)[C@]4(CC[C@@H]3[C@]2(CC1)C)C)N(C)C (2S)-1-butoxy-3-({8-[(3β)-cholest-5-en-3-yloxy]octyl}oxy)-N,N-dimethyl-propan-2-amine